C(CCCCCCC)C(C(=O)NC(C)S(=O)(=O)[O-])=C.[Na+] sodium 2-octylacrylamidoethanesulfonate